3-((4-(3-(1,1-dioxido-4-oxo-1,2,5-thiadiazolidin-2-yl)-2-fluoro-4-hydroxyphenyl)-1H-pyrazol-1-yl)methyl)benzonitrile O=S1(N(CC(N1)=O)C=1C(=C(C=CC1O)C=1C=NN(C1)CC=1C=C(C#N)C=CC1)F)=O